COCCCN1N=C2C=CC=CC2=C1 2-(3-methoxypropyl)-2H-indazole